[Ca+2].N[C@@H](CO)C(=O)[O-].N[C@@H](CO)C(=O)[O-] serine calcium salt